CC1(COB(OC1)C=1C=NC=CC1)C 3-(5,5-Dimethyl-1,3,2-dioxaborinan-2-yl)pyridine